O-t-butyl-L-serine methyl ester COC([C@@H](N)COC(C)(C)C)=O